C(#N)C1=CN=C(C(=N1)CC1(CC1)C(=O)N)C ((6-cyano-3-methylpyrazin-2-yl)methyl)cyclopropane-1-carboxamide